C(CCCC)OCOC(=O)C12C=CC(CC1)C2 Pentyloxymethyloxycarbonyl-bicyclo[2.2.1]Hept-2-ene